2-butoxy-6-chloro-N,N-bis((4-methoxyphenyl)methyl)-5-nitropyrimidine-4-amine C(CCC)OC1=NC(=C(C(=N1)N(CC1=CC=C(C=C1)OC)CC1=CC=C(C=C1)OC)[N+](=O)[O-])Cl